ClC1=CC(=C(C=N1)C1=NC(=NC=C1)NC1CCC(CC1)CO)NC1CCC(CC1)CO ((1s,4s)-4-((4-(6-Chloro-4-(((1s,4s)-4-(hydroxymethyl)cyclohexyl)amino)pyridin-3-yl)pyrimidin-2-yl)amino)cyclohexyl)methanol